COC1=C(C(=CC(=C1)C1=NC2=C(C=NC=C2)N1C1COC1)O)O 3-methoxy-5-(3-(oxetan-3-yl)-3H-imidazo[4,5-c]pyridin-2-yl)benzene-1,2-diol